2-chloro-N-(3-fluorophenyl)acetamide methyl-N-(tert-butoxycarbonyl)-3-[(3S)-2-oxopiperidin-3-yl]-L-alaninate COC([C@@H](NC(=O)OC(C)(C)C)C[C@H]1C(NCCC1)=O)=O.ClCC(=O)NC1=CC(=CC=C1)F